NC1=NC2=CC=C(C=C2C=N1)B(O)O 2-AMINOQUINAZOLIN-6-YLBORONIC ACID